6-methoxy-2-(1-methyl-1H-pyrazol-5-yl)-2,3-dihydro-1H-isoindol-1-one COC1=CC=C2CN(C(C2=C1)=O)C1=CC=NN1C